Sodium (2S)-[(N-{N-[(benzyloxy)carbonyl]glycyl}-L-alaninyl)amino]-1-hydroxy-3-(phenyl)propane-1-sulfonate C(C1=CC=CC=C1)OC(=O)NCC(=O)N[C@@H](C)C(=O)NC(CCC1=CC=CC=C1)(S(=O)(=O)[O-])O.[Na+]